1-(4-chlorophenyl)-N-[(1S)-2-hydroxy-1-{3-[4-(trifluoromethyl)phenyl]-1,2,4-oxadiazol-5-yl}ethyl]-5-oxopyrrolidine-3-carboxamide ClC1=CC=C(C=C1)N1CC(CC1=O)C(=O)N[C@@H](CO)C1=NC(=NO1)C1=CC=C(C=C1)C(F)(F)F